O(C1=CC=CC=C1)C=1C=C(C=CC1)CN1CCN(CC1)C(=O)Cl 4-[(3-phenoxyphenyl)methyl]Piperazine-1-carbonyl chloride